CS(=O)(=O)C1=CC=C(NC2=NC=C(C(=N2)N[C@H](CO)C2=CC=CC=C2)C=2OC(=NN2)C(F)(F)F)C=C1 (2S)-2-[[2-(4-methylsulfonylanilino)-5-[5-(trifluoromethyl)-1,3,4-oxadiazol-2-yl]pyrimidin-4-yl]amino]-2-phenyl-ethanol